C(=O)C1CCC(CC1)N1N=C2C=C(C(=CC2=C1)NC(=O)C=1C(=NC=NC1)C(F)(F)F)C(C)(C)O N-(2-((1r,4r)-4-formylcyclohexyl)-6-(2-hydroxypropan-2-yl)-2H-indazol-5-yl)-4-(trifluoromethyl)pyrimidine-5-carboxamide